1-Heptyl-2-propylpiperidinium methansulfonat CS(=O)(=O)[O-].C(CCCCCC)[NH+]1C(CCCC1)CCC